[N+](=O)([O-])C1=CC(=C(CN2C3(CC3)CNCC2)C=C1)C(F)(F)F 4-(4-nitro-2-(trifluoromethyl)benzyl)-4,7-diazaspiro[2.5]octane